C1(CC1)C=1C=C(C=CC1)C12CCN(CC2C1)C(=O)C1CC2(C1)NC(OC2)=O (rac)-(2s,4s)-2-(6-(3-cyclopropylphenyl)-3-azabicyclo[4.1.0]heptane-3-carbonyl)-7-oxa-5-azaspiro[3.4]octan-6-one